C(C)(C)(C)OC(=O)C(N(C(=O)OC(C)(C)C)C(=O)OC(C)(C)C)CCNCCCCNCCCN tri-tert-butoxycarbonyl-Spermine